1-((7-(4,4-difluoro-2,2-dimethylbutyryl)-10-hydroxy-7-azaspiro[4.5]decan-10-yl)methyl)-N,N-dimethyl-6-oxo-4-phenyl-1,6-dihydropyridine-3-carboxamide FC(CC(C(=O)N1CC2(CCCC2)C(CC1)(O)CN1C=C(C(=CC1=O)C1=CC=CC=C1)C(=O)N(C)C)(C)C)F